(R)-4-((1-(2-fluoro-3-(trifluoromethyl)phenyl)ethyl)amino)-2-methyl-6-(piperazin-1-yl)pyrido[2,3-d]pyrimidin-7(8H)-one FC1=C(C=CC=C1C(F)(F)F)[C@@H](C)NC=1C2=C(N=C(N1)C)NC(C(=C2)N2CCNCC2)=O